9,9-bis(4-(2,3-dicarboxyphenoxy)phenyl)fluorene C(=O)(O)C1=C(OC2=CC=C(C=C2)C2(C3=CC=CC=C3C=3C=CC=CC23)C2=CC=C(C=C2)OC2=C(C(=CC=C2)C(=O)O)C(=O)O)C=CC=C1C(=O)O